tri-n-octylphenyl-ammonium hydroxide [OH-].C(CCCCCCC)[N+](C1=CC=CC=C1)(CCCCCCCC)CCCCCCCC